FC(OC1=C(C=CC=C1)C1=CC=CC=C1)(F)F 2'-trifluoromethoxy-[1,1'-biphenyl]